C(C)(C)(C)OC(NC1CCC(CC1)(C=1SC=NN1)F)=O (4-fluoro-4-(1,3,4-thiadiazol-2-yl)cyclohexyl)carbamic acid tert-butyl ester